C(C)(C)(C)OC(=O)N1CC2(C1)CC(C2)N2N=C(N=C2)C2CCC2 6-(3-cyclobutyl-1H-1,2,4-triazol-1-yl)-2-azaspiro[3.3]heptane-2-carboxylic acid tert-butyl ester